3-chloro-2-[2-[2-[2-(2,6-dioxo-3-piperidyl)-1,3-dioxo-isoindolin-5-yl]oxyethoxy]ethoxy]-5-[1-methyl-1-[4-(2-methylsulfonylquinazolin-6-yl)phenyl]ethyl]benzonitrile ClC=1C(=C(C#N)C=C(C1)C(C)(C1=CC=C(C=C1)C=1C=C2C=NC(=NC2=CC1)S(=O)(=O)C)C)OCCOCCOC=1C=C2C(N(C(C2=CC1)=O)C1C(NC(CC1)=O)=O)=O